9-oxo-9-((2,3,5,6-tetrafluoro-4-(trifluoromethyl)phenyl)amino)nonanoic acid methyl ester COC(CCCCCCCC(NC1=C(C(=C(C(=C1F)F)C(F)(F)F)F)F)=O)=O